(R)-1-(2-(4-fluorophenyl)-2-hydroxyethyl)-3-hydroxy-2-methylpyridin FC1=CC=C(C=C1)C(CN1[C@@H](C(=CC=C1)O)C)O